C(NC(=O)C=1N=NC=CC1NC1=C2N(C(C=3N(C2=CC=C1)N=CC3)([2H])[2H])C)([2H])([2H])[2H] N-(methyl-d3)-4-((5-methyl-4,5-dihydropyrazolo[1,5-a]quinoxalin-6-yl-4,4-d2)amino)pyridazine-3-carboxamide